(1S,3S)-3-Aminocyclobutane-1-carboxylic acid ethyl ester C(C)OC(=O)C1CC(C1)N